C(C)(C)C=1C=C2C(=NC1)NN=C2C(=O)O 5-isopropyl-1H-pyrazolo[3,4-b]pyridine-3-carboxylic acid